FC1=CC=C(C=C1)C1=C(NC(=N1)SCC1=CC=C(C=C1)S(=O)C)C1=CC=NC=C1 4-[5-(4-Fluorophenyl)-2-(4-methanesulfinyl-benzylsulfanyl)-3H-imidazol-4-yl]pyridine